6-(methoxymethyl)-1,4-dioxospiro[4.4]nonane COCC1C2(C(CCC2=O)=O)CCC1